C1=CC(=CC(=C1)O)NC(=O)CCl 2-chloro-N-(3-hydroxyphenyl)acetamide